(R)-N-(3-(4-meth-ylpiperazin-1-yl)-5-((6-(3-(3-phenoxyphenyl)isoxazolidin-2-yl)pyrimidin-4-yl)amino)-phenyl)acrylamide CN1CCN(CC1)C=1C=C(C=C(C1)NC1=NC=NC(=C1)N1OCC[C@@H]1C1=CC(=CC=C1)OC1=CC=CC=C1)NC(C=C)=O